O[C@@H]1C[C@H](NCC1)C(=O)OCCCCCCCC(=O)OC(CCCCCCCC)CCCCCCCC [8-(1-octylnonoxy)-8-oxo-octyl] (2S,4S)-4-hydroxypiperidine-2-carboxylate